C(C)C1=CC=C(C=C1)C=1NC(=NN1)SC(C(=O)C1=CC(=CC=C1)F)C 2-{[5-(4-ethylphenyl)-4H-1,2,4-triazol-3-yl]sulfanyl}-1-(3-fluorophenyl)propan-1-one